2-((5-Chloro-2,3-dihydrobenzofuran-3-yl)amino)pyrimidine-5-carboxylic acid ClC=1C=CC2=C(C(CO2)NC2=NC=C(C=N2)C(=O)O)C1